4-((1S,4s)-4-((R)-1-(5,7-bis(trifluoromethyl)-1H-benzo[d]imidazol-2-yl)ethyl)cyclohexyl)-6-fluoroquinoline FC(C1=CC2=C(NC(=N2)[C@@H](C)C2CCC(CC2)C2=CC=NC3=CC=C(C=C23)F)C(=C1)C(F)(F)F)(F)F